7-formyl-3,3-dimethyl-2,3-dihydro-1H-pyrrolo[3,2-b]pyridine-5-carbonitrile C(=O)C1=C2C(=NC(=C1)C#N)C(CN2)(C)C